C1(=CCCC1)C1=NC=2C=C(C(=CC2C2=C1CC(N2)(C)C)OC)OCCCC2CNCC2 3-{[4-(cyclopent-1-en-1-yl)-8-methoxy-2,2-dimethyl-1H,2H,3H-pyrrolo[3,2-c]quinolin-7-yl]oxylpropyl}pyrrolidine